C(C)(C)(C)OC(NC1=CC(=C(C=C1)C)CCC(C=O)Br)=O (3-(3-bromo-4-oxobutyl)-4-methylphenyl)carbamic acid tert-butyl ester